C(C)(C)(C)OC(=O)N1C(CCCCC1)C1=C(C=CC=C1)CN1C(NC(C2=C1C=CN2)=O)=C=S 2-(2-((4-Oxo-2-thiocarbonyl-2,3,4,5-tetrahydro-1H-pyrrolo[3,2-d]pyrimidin-1-yl)methyl)phenyl)azepan-1-carboxylic acid tert-butyl ester